FC1(CCN(CC1)C1=CC=CC(=N1)C(=O)NN)F 6-(4,4-difluoropiperidin-1-yl)pyridinehydrazide